3-(2-Fluoro-4-morpholino-anilino)-5-(methylamino)-6-(3-methylimidazo[4,5-c]pyridin-7-yl)pyrazine-2-carboxamide FC1=C(NC=2C(=NC(=C(N2)NC)C=2C3=C(C=NC2)N(C=N3)C)C(=O)N)C=CC(=C1)N1CCOCC1